tert-butyl 4,4'-bipiperidine-1-carboxylate N1(CCC(CC1)C1CCNCC1)C(=O)OC(C)(C)C